N-(2,4-Dimethylphenyl)-2-(furan-2-yl)quinoline-4-carboxamide CC1=C(C=CC(=C1)C)NC(=O)C1=CC(=NC2=CC=CC=C12)C=1OC=CC1